(E)-6-(difluoromethyl)-1,2,4-triazine-3,5-dione FC(C=1C(NC(NN1)=O)=O)F